FC(C1=C(CN2C=CC=3C4=C(N=C(N=C4C=CC32)N)N)C=CC=C1)(F)F 7-(2-(trifluoromethyl)benzyl)-7H-pyrrolo[3,2-f]quinazoline-1,3-diamine